N1=CCCC(=C1C(=O)OC)C(=O)OC(C)(C)C 5-tert-butyl 6-methyl pyridine-5,6(4H)-dicarboxylate